13-Hydroxy-hexacosanoic acid OC(CCCCCCCCCCCC(=O)O)CCCCCCCCCCCCC